(3aS,5aR,7S,8aR,8bS)-2,2,6,6,7,8,8-heptamethyldecahydro-2H-indeno[4,5-b]furan CC1(C[C@H]2[C@H](O1)[C@H]1C([C@H](C([C@@H]1CC2)(C)C)C)(C)C)C